4-chlorobenzyl (4-(2-(((1s,4s)-4-methoxycyclohexyl)amino)-2-oxoethyl)phenyl)carbamate COC1CCC(CC1)NC(CC1=CC=C(C=C1)NC(OCC1=CC=C(C=C1)Cl)=O)=O